C(C)N1N=CC(=C1C)NC1=NC2=CC(=CC=C2C=N1)N1C(CCC1C)=O 1-{2-[(1-ethyl-5-methyl-1H-pyrazol-4-yl)amino]quinazolin-7-yl}-5-methylpyrrolidin-2-one